tert-butyl (2R)-2-(hydroxymethyl)-1,4-oxaazepane-4-carboxylate OC[C@@H]1OCCCN(C1)C(=O)OC(C)(C)C